3-ethoxy-1,3-propanediol C(C)OC(CCO)O